4-amino-N-(1-methyl-1H-pyrazol-4-yl)-N-(6-(trifluoromethyl)-2,3-dihydrobenzofuran-3-yl)imidazo[1,5-a]quinoxaline-8-carboxamide NC=1C=2N(C3=CC(=CC=C3N1)C(=O)N(C1COC3=C1C=CC(=C3)C(F)(F)F)C=3C=NN(C3)C)C=NC2